ClC=1N=C(C=2N(C1)N=CC2)OC2(CC(C2)N(C(OC(C)(C)C)=O)C)C2CC2 tert-butyl (3-((6-chloropyrazolo[1,5-a]pyrazin-4-yl)oxy)-3-cyclopropylcyclobutyl)(methyl)carbamate